1-(3-ethoxy-4-((5-methyl-11-(methylsulfonyl)-6-oxo-6,11-dihydro-5H-benzo[e]pyrimido[5,4-b][1,4]diazepin-2-yl)amino)phenyl)piperidine-4-carboxamide C(C)OC=1C=C(C=CC1NC=1N=CC=2N(C(C3=C(N(C2N1)S(=O)(=O)C)C=CC=C3)=O)C)N3CCC(CC3)C(=O)N